ethyl 2-(2-((5-bromo-7-(cyclopropylmethoxy)benzofuran-3-yl)methoxy)phenyl)acetate BrC=1C=C(C2=C(C(=CO2)COC2=C(C=CC=C2)CC(=O)OCC)C1)OCC1CC1